1-palmitoyl-2-oleoyl-sn-glycero-3-phosphate sodium salt [Na+].C(CCCCCCCCCCCCCCC)(=O)OC[C@@H](OC(CCCCCCC\C=C/CCCCCCCC)=O)COP(=O)([O-])[O-].[Na+]